C(OC1CC(C1)=O)(OC1=CC=CC=C1)=O 3-oxocyclobutyl phenyl carbonate